Dimethyl 4-(7-cyanobenzo[b]thiophen-3-yl)-2-formyl-6-methyl-1,4-dihydropyridine-3,5-dicarboxylate C(#N)C1=CC=CC2=C1SC=C2C2C(=C(NC(=C2C(=O)OC)C)C=O)C(=O)OC